ClC=1C(=C(C(=CC1)C(F)F)C1=CN=CC(=N1)C(=O)NC=1C=NN(C1)C(C)C=1C(=NC(=NC1)SC)C)F 6-(3-Chloro-6-(difluoromethyl)-2-fluorophenyl)-N-(1-(1-(4-methyl-2-(methylthio)-pyrimidin-5-yl)ethyl)-1H-pyrazol-4-yl)pyrazine-2-carboxamide